OC1=NC(=NC(=C1NC(C)=O)O)SCCC 4,6-dihydroxy-5-acetamido-2-(propylmercapto)pyrimidine